C(C)N(CCC1=CNC2=CC=C(C=C12)OC(CC)=O)C propionic acid 3-(2-(ethyl (methyl) amino) ethyl)-1H-indol-5-yl ester